C1(=CC=CC=C1)C=1C=C(C=CC1)P(C1=CC(=CC=C1)C1=CC=CC=C1)=O bis(3-phenylphenyl)phosphine oxide